2-[7-fluoro-2-(4-piperidyl)indazol-5-yl]-4,6-dimethyl-pyrazolo[1,5-a]pyrazine FC1=CC(=CC2=CN(N=C12)C1CCNCC1)C1=NN2C(C(=NC(=C2)C)C)=C1